ClC=1N=C(C2=C(N1)N(C=C2)S(=O)(=O)CCO)N2[C@@H](COCC2)C (R)-2-((2-chloro-4-(3-methylmorpholino)-7H-pyrrolo[2,3-d]pyrimidin-7-yl)sulfonyl)ethanol